NCCN1N=C(C(=C1)NC(=O)C=1C=NN2C1N=CC=C2)C2=C(C=CC(=C2)SC(C)C)OC(F)F N-[1-(2-aminoethyl)-3-[2-(difluoromethoxy)-5-isopropylsulfanyl-phenyl]pyrazol-4-yl]pyrazolo[1,5-a]pyrimidine-3-carboxamide